C(C1=CC=CC=C1)OC1=C(C(=O)N(C2=CC=C(C=C2)N2CCN(CC2)C)CC2=CC=C(C(=O)OC)C=C2)C=C(C(=C1)OCC1=CC=CC=C1)C(C)C methyl 4-((2,4-bis(benzyloxy)-5-isopropyl-N-(4-(4-methylpiperazin-1-yl)phenyl)benzamido)methyl)benzoate